FC=1C=C2C(=NC1CC1=C(C=C(C=C1C)N1N=CC(NC1=O)=O)C)C(=CN2)C(C)C 2-(4-((6-fluoro-3-isopropyl-1H-pyrrolo[3,2-b]pyridin-5-yl)methyl)-3,5-dimethylphenyl)-1,2,4-triazine-3,5(2H,4H)-dione